tert-butyl (S)-(2-(2-(2-(2-naphthamido)-5-bromobenzamido)-3-phenylpropanamido)ethyl)carbamate C1=C(C=CC2=CC=CC=C12)C(=O)NC1=C(C(=O)N[C@H](C(=O)NCCNC(OC(C)(C)C)=O)CC2=CC=CC=C2)C=C(C=C1)Br